CC1OC(CN(C1)C1=CC(=C(C=C1)NC=1C=C2CCNCC2=CC1)C)C N-(4-(2,6-dimethylmorpholino)-2-methylphenyl)-1,2,3,4-tetrahydroisoquinolin-6-amine